5-{(3S)-5-fluoro-7-hydroxy-3-[(3-phenylbutyl)amino]-3,4-dihydro-2H-1-benzothiopyran-6-yl}-1λ6,2,5-thiadiazolidine-1,1,3-trione FC1=C(C(=CC2=C1C[C@@H](CS2)NCCC(C)C2=CC=CC=C2)O)N2CC(NS2(=O)=O)=O